COC(=O)C1=CC(=NC=C1C)N1C2CN(C(C1)CC2)C(=O)OC(C)(C)C tert-butyl 5-(4-(methoxycarbonyl)-5-methylpyridin-2-yl)-2,5-diazabicyclo[2.2.2]octane-2-carboxylate